(2S,4R)-1-[(2S)-2-[(dimethylcarbamoyl)amino]propanoyl]-4-fluoro-N-[(S)-[6-fluoro-5-(propan-2-yl)pyridin-2-yl](phenyl)methyl]pyrrolidine-2-carboxamide CN(C(=O)N[C@H](C(=O)N1[C@@H](C[C@H](C1)F)C(=O)N[C@@H](C1=CC=CC=C1)C1=NC(=C(C=C1)C(C)C)F)C)C